2,7,8-trimethyl-4H-benzo[d][1,3]oxazine-4-one CC=1OC(C2=C(N1)C(=C(C=C2)C)C)=O